N,N-dimethylpiperidine-4-sulfonamide CN(S(=O)(=O)C1CCNCC1)C